O=C1CC2(C1)CN(C2)C2=NC=CC(=N2)COC2=CC=C(C=C2)C(C)(C)C2=CC=C(C(=O)NCCNC(OC(C)(C)C)=O)C=C2 tert-butyl (2-(4-(2-(4-((2-(2-oxo-6-azaspiro[3.3]heptane-6-yl)pyrimidin-4-yl)methoxy)phenyl)propan-2-yl) Benzamido)ethyl)carbamate